N-(4-(chlorodifluoromethoxy)phenyl)-1'-methyl-2-oxo-4-(1H-pyrazol-5-yl)spiro[indoline-3,3'-pyrrolidine]-6-carboxamide ClC(OC1=CC=C(C=C1)NC(=O)C1=CC(=C2C(=C1)NC(C21CN(CC1)C)=O)C1=CC=NN1)(F)F